C([C@@H](O)C)(=O)O.C(C(O)C)(=O)O lactic acid (L-lactate)